(R,S)-4-((4-Fluorophenyl)((8-methyl-4-oxochroman-7-yl)oxy)methyl)benzonitrile FC1=CC=C(C=C1)[C@@H](C1=CC=C(C#N)C=C1)OC1=CC=C2C(CCOC2=C1C)=O